ClC1=CC=C(C(=N1)C1=CC(=C(C=O)C=C1)O)NC(C)C=1C=C(C=C2C(C(=C(OC12)C1CC1)C)=O)C 4-(6-chloro-3-((1-(2-cyclopropyl-3,6-dimethyl-4-oxo-4H-chromen-8-yl)ethyl)amino)pyridin-2-yl)-2-hydroxybenzaldehyde